acetyl-glycylglycine methyl ester COC(CNC(CNC(C)=O)=O)=O